C[O-] methanolate